NC1=NC=C(C=C1N1CCN(CC1)C(=O)OC(C)(C)C)C1=CC(=CC=C1)Cl tert-butyl 4-(2-amino-5-(3-chlorophenyl)pyridin-3-yl)piperazine-1-carboxylate